2-(N,N-diethylaniline-4-yl)-4,6-bis(3,5-dimethyl-pyrazol-1-yl)-1,3,5-triazine C(C)N(C1=CC=C(C=C1)C1=NC(=NC(=N1)N1N=C(C=C1C)C)N1N=C(C=C1C)C)CC